(E)-2-(3-ethoxy-3-oxoprop-1-en-1-yl)benzoic acid C(C)OC(/C=C/C1=C(C(=O)O)C=CC=C1)=O